1-(2,2-difluoroethyl)-N-(6-(1-methyl-1H-1,2,3-triazol-4-yl)isoquinolin-3-yl)piperidine-4-carboxamide FC(CN1CCC(CC1)C(=O)NC=1N=CC2=CC=C(C=C2C1)C=1N=NN(C1)C)F